C[C@@H]1[C@H](C[C@@H]([C@H](O1)OP(=O)(O)OP(=O)(O)OC[C@@H]2[C@H]([C@H]([C@@H](O2)N3C=CC(=NC3=O)N)O)O)O)O The molecule is a CDP-3,6-dideoxy-D-mannose in which the anomeric centre of the sugar component has alpha-configuration. It derives from an alpha-tyvelopyranose. It is a conjugate acid of a CDP-3,6-dideoxy-alpha-D-mannose(2-).